NC(COC1=C(C=C(C=C1)C1=CC(=NC=C1)NC(OC)=O)C)(CC(C)C)C methyl (4-(4-((2-amino-2,4-dimethylpentyl)oxy)-3-methylphenyl)pyridin-2-yl)carbamate